C(C)NC(NC1=C(C(=NC=N1)CN1CCC(CC1)C=1C=CC(=NC1C)C(=O)NC)F)=O 5-(1-((6-(3-ethylureido)-5-fluoropyrimidin-4-yl)methyl)piperidin-4-yl)-N,6-dimethylpicolinamide